C(C)(CC)[Si](OC(C)C)(OC(C)C)OC(C)C sec-butyltri-iso-propoxysilane